4,5-dimethoxy-1,2-phenylenediamine COC1=CC(=C(C=C1OC)N)N